1-hydroxy-N-((5-(2-((2-methyl-6-(trifluoromethyl)-2H-pyrazolo[3,4-d]pyrimidin-4-yl)thio)acetyl)thiophen-2-yl)methyl)cyclopropane-1-carboxamide OC1(CC1)C(=O)NCC=1SC(=CC1)C(CSC=1C=2C(N=C(N1)C(F)(F)F)=NN(C2)C)=O